1,2-dimethyl-1,3-propanediol CC(C(CO)C)O